NC=1C=C(C=CC1)CS(=O)(=O)NCCNC 1-(3-aminophenyl)-N-(2-(methylamino)ethyl)methanesulfonamide